BrC=1C(=CN(C1)S(=O)(=O)C1=CC=C(C=C1)C)S(=O)(=O)N(COC)C1=C(C=C(C=C1)C#N)F 4-bromo-N-(4-cyano-2-fluorophenyl)-N-(methoxymethyl)-1-(4-methylbenzenesulfonyl)pyrrole-3-sulfonamide